N-{1-[3-(1H-pyrrol-1-yl)phenyl]ethyl}acetamide N1(C=CC=C1)C=1C=C(C=CC1)C(C)NC(C)=O